4-(3-bromo-1,2,4-thiadiazol-5-yl)-5,6-dihydropyridine-1(2H)-carboxylic acid tert-butyl ester C(C)(C)(C)OC(=O)N1CC=C(CC1)C1=NC(=NS1)Br